Cis-2,6-dimethyltetrahydro-2H-pyran-4-carboxylic acid CC1OC(CC(C1)C(=O)O)C